6-hydroxy-6-(hydroxymethyl)-1,4-oxazepane-4-carboxylate OC1(CN(CCOC1)C(=O)[O-])CO